7-[5-(2,2-Difluoropropyl)-6-oxo-4-{4-[4-(2,2,2-trifluoroethyl)phenoxy]phenyl}-1,4,5,6-tetrahydropyrrolo[3,4-c]pyrazol-3-yl]-1,3-benzoxazol-2(3H)-one FC(CN1C(C=2NN=C(C2C1C1=CC=C(C=C1)OC1=CC=C(C=C1)CC(F)(F)F)C1=CC=CC=2NC(OC21)=O)=O)(C)F